(3-hydroxy-4-methylphenyl)piperazine-1-carboxamide hydrochloride Cl.OC=1C=C(C=CC1C)C1N(CCNC1)C(=O)N